C1(CCCCC(=O)OCC(CO1)OC(CCCCN(C)C)=O)=O O'-(2-((5-(dimethylamino) pentanoyl) oxy) propane-1,3-diyl) adipate